NCCCC1=C(N)C=CC=C1 2-(3-aminopropyl)aniline